methyl (2S,3S,5S)-5-[(3-chloro-4-fluorophenyl) (methyl) carbamoyl]-2-methylpyrrolidine-3-carboxylate ClC=1C=C(C=CC1F)N(C(=O)[C@@H]1C[C@@H]([C@@H](N1)C)C(=O)OC)C